O=C1NC(CCC1C=1C=C(C(=NC1)N1CCC(CC1)C(=O)N1CCC(CC1)(C(=O)O)C)C)=O 1-(1-(5-(2,6-dioxopiperidin-3-yl)-3-methylpyridin-2-yl)piperidine-4-carbonyl)-4-methylpiperidine-4-carboxylic acid